10-bromo-N,N-didecyldecanoamide BrCCCCCCCCCC(=O)N(CCCCCCCCCC)CCCCCCCCCC